9-(((tert-butyldimethylsilyl)oxy)methyl)-2,2,3,3,17,17,18,18-octamethyl-4,7,10,13,16-pentaoxa-3,17-disilanonadecane [Si](C)(C)(C(C)(C)C)OCC(COCCO[Si](C(C)(C)C)(C)C)OCCOCCO[Si](C(C)(C)C)(C)C